N-benzyl-3-(6-chloro-2-morpholino-4-oxo-4H-chromen-8-yl)-4-fluoro-5-methoxybenzamide C(C1=CC=CC=C1)NC(C1=CC(=C(C(=C1)OC)F)C=1C=C(C=C2C(C=C(OC12)N1CCOCC1)=O)Cl)=O